COC(C1=C(C=C(C=C1)[N+](=O)[O-])C=1N=C(NC1)C)=O (2-methylimidazol-4-yl)-4-nitrobenzoic acid methyl ester